C(C)(C)(C)OC(=O)N1CCCC2=CC(=CC(=C12)N1C(CCC1)=O)C(CCCC)=O 8-(2-oxopyrrolidin-1-yl)-6-pentanoyl-3,4-dihydro-2H-quinoline-1-carboxylic acid tert-butyl ester